tert-butyl (S)-4-(4-((benzyloxy) carbonyl)-3-(cyanomethyl) piperazin-1-yl)-2-((1-(tetrahydro-2H-pyran-4-yl) piperidin-4-yl) oxy)-5,7-dihydro-6H-pyrrolo[3,4-d]pyrimidine-6-carboxylate C(C1=CC=CC=C1)OC(=O)N1[C@H](CN(CC1)C=1C2=C(N=C(N1)OC1CCN(CC1)C1CCOCC1)CN(C2)C(=O)OC(C)(C)C)CC#N